FC1=CC=C(C=C1)C(N1CCNCC1)C1=CC=C(C=C1)F 1-[bis-(4-fluorophenyl)methyl]piperazine